C(C)OC(C(CC(=O)C1=CC2=C([Se]1)C=C(C(=C2)OC)OC)C)=O 4-(5,6-dimethoxybenzo[b]selenophen-2-yl)-2-methyl-4-oxo-butyric acid ethyl ester